NC1CC(C1)OC1=C(C(=C2C(=N1)C(=CS2)C(=O)NC)C(F)(F)F)C 5-((1s,3s)-3-aminocyclobutoxy)-N,6-dimethyl-7-(trifluoromethyl)thieno[3,2-b]pyridine-3-carboxamide